(E)-N-((4-tert-butylphenyl)sulfonyl)-3-(3-(naphthalen-2-yl)-1-phenyl-1H-pyrazol-4-yl)acrylamide samarium [Sm].C(C)(C)(C)C1=CC=C(C=C1)S(=O)(=O)NC(\C=C\C=1C(=NN(C1)C1=CC=CC=C1)C1=CC2=CC=CC=C2C=C1)=O